3-(2-(Benzyloxy)-6-chlorophenyl)-4-nitrobutan-1-ol C(C1=CC=CC=C1)OC1=C(C(=CC=C1)Cl)C(CCO)C[N+](=O)[O-]